BrC1=CC=CC=2N(CCOC21)C(=O)OC(C)(C)C tert-butyl 8-bromo-2,3-dihydro-1,4-benzoxazine-4-carboxylate